3-(1-aminoethyl)-2-phenyl-4H-chromen-4-one hydrochloride Cl.NC(C)C1=C(OC2=CC=CC=C2C1=O)C1=CC=CC=C1